4-(4-(2-(2,6-dioxopiperidin-3-yl)-1-oxoisoindolin-5-yl)-4-hydroxypiperidin-1-yl)benzaldehyde O=C1NC(CCC1N1C(C2=CC=C(C=C2C1)C1(CCN(CC1)C1=CC=C(C=O)C=C1)O)=O)=O